ClC1=C(C=C(C(=O)N2CC=3N=C(N(C(C3C[C@H]2C)=O)C2=CC=C(C(=O)NC)C=C2)[C@@H]2C(C2)(F)F)C=C1)C(F)(F)F |o1:29| 4-((R)-7-(4-chloro-3-(trifluoromethyl)benzoyl)-2-((R*)-2,2-difluorocyclopropyl)-6-methyl-4-oxo-5,6,7,8-tetrahydropyrido[3,4-d]pyrimidin-3(4H)-yl)-N-methylbenzamide